C1(CCCCC1)N1CN(CN(C1)C1CCCCC1)C1CCCCC1 1,3,5-tricyclohexylhexahydro-1,3,5-triazine